[C-]1(C=CC=C1)C1=C(C=CC(=C1)OC)C1=NN=C(N1N)S.[CH-]1C=CC=C1.[Fe+2] ferrocenyl-3-p-methoxyphenyl-4-amino-5-mercapto-1,2,4-triazole